[(1S,3S,4R)-3-hydroxy-4-(methylamino)cyclohexyl]-phenyl-methanone O[C@H]1C[C@H](CC[C@H]1NC)C(=O)C1=CC=CC=C1